1-(2-chloroethoxy)-4-methylsulfonylbenzene ClCCOC1=CC=C(C=C1)S(=O)(=O)C